tris(2,2'-bipyrazine) ruthenium bis(hexafluorophosphate) F[P-](F)(F)(F)(F)F.F[P-](F)(F)(F)(F)F.[Ru+2].N1=C(C=NC=C1)C1=NC=CN=C1.N1=C(C=NC=C1)C1=NC=CN=C1.N1=C(C=NC=C1)C1=NC=CN=C1